C(C)(C)(C)OC(=O)NCCNC=1NCC(N1)C=1C=C2CC[C@@H](OC2=CC1)[C@](C(=O)OC(C)(C)C)(C)ONC(=O)OC(C)(C)C tert-butyl (2S)-2-((2R)-6-(2-((2-((tert-butoxycarbonyl)amino)ethyl)amino)-4,5-dihydro-1H-imidazol-4-yl)chroman-2-yl)-2-(((tert-butoxycarbonyl)amino)oxy)propanoate